F[Sb-](F)(F)(F)(F)F.C(CCCCCCC)OC1=CC=C(C=C1)[I+]C1=CC=CC=C1 p-octyloxy-phenylphenyl-iodonium hexafluoroantimonate